ONC(CN1CCN(CC1)C)=O N-hydroxy-2-(4-methylpiperazin-1-yl)acetamide